5-(2-(2,6-dioxopiperidin-3-yl)-1-oxoisoindol-4-yl)pentan-1-amine hydrochloride Cl.O=C1NC(CCC1N1C(C2=CC=CC(=C2C1)CCCCCN)=O)=O